CC12CC3(CC(CC(C1)(C3)C)C2)OC(C(=C)C)=O 3,5-Dimethyladamantylmethacrylat